(E)-2-((2,2-dimethyl-2,3-dihydrobenzofuran-7-yl)oxy)-N'-(4-fluorobenzylidene)acethydrazide CC1(OC2=C(C1)C=CC=C2OCC(=O)N/N=C/C2=CC=C(C=C2)F)C